C(C)(C)C=1C(=NNC1C=1C=C(C=2N(C1)N=CN2)C)C2=CC=C(C=C2)C(C)NC2(COC2)C N-(1-(4-(4-isopropyl-5-(8-methyl-[1,2,4]triazolo[1,5-a]pyridin-6-yl)-1H-pyrazol-3-yl)phenyl)ethyl)-3-methyl-oxetan-3-amine